FC1(CCN(CC1)C)C=1C(=CC=2N(C1)C(=CN2)C2=NN(C(=C2)C(=O)[O-])C)OC.[Li+] lithium 3-(6-(4-fluoro-1-methylpiperidin-4-yl)-7-methoxyimidazo[1,2-a]pyridin-3-yl)-1-methyl-1H-pyrazole-5-carboxylate